10-Methyl-5-(3-(5-thioxo-4,5-dihydro-1,2,4-oxadiazol-3-yl)phenyl)-1,5-dihydro-2H-naphtho[1,2-b][1,4]diazepine-2,4(3H)-dione CC1=CC=C2C=CC3=C(NC(CC(N3C3=CC(=CC=C3)C3=NOC(N3)=S)=O)=O)C2=C1